1-{2-[3,4-bis(benzyloxy)-2-fluoro-5-methoxyphenyl]-1-(3-methyloxetan-3-yl)-1H-1,3-benzodiazol-5-yl}azetidin-2-one C(C1=CC=CC=C1)OC=1C(=C(C=C(C1OCC1=CC=CC=C1)OC)C1=NC2=C(N1C1(COC1)C)C=CC(=C2)N2C(CC2)=O)F